F[C@H]1CN(CC[C@H]1OCC#C)C(=O)OC(C)(C)C tert-butyl (3S,4R)-3-fluoro-4-prop-2-ynoxy-piperidine-1-carboxylate